C1(CC1)NC(=O)C1=C(C=C(C=C1OC)C1=CN=C2N1C=CC(=C2)OCC(CNC(OC)=O)(F)F)OC(F)F methyl N-[3-[3-[4-(cyclopropylcarbamoyl)-3-(difluoromethoxy)-5-methoxy-phenyl]imidazo[1,2-a]pyridin-7-yl]oxy-2,2-difluoro-propyl]carbamate